4'-(trifluoromethoxy)-[1,1'-biphenyl]-4-amine hydrochloride Cl.FC(OC1=CC=C(C=C1)C1=CC=C(C=C1)N)(F)F